C(C)(C)OC1=CC(=NC=C1)C1=NSC(=N1)NC1=NC=CC=C1S(=O)(=O)N(C)C 2-(3-(4-isoprop-oxypyridin-2-yl)-1,2,4-thiadiazol-5-ylamino)-N,N-dimethyl-pyridine-3-sulfonamide